O=C1NC(CCC1C=1C=C(C=CC1)NC(C1=CC=C(C=C1)CN1CCCCC1)=O)=O N-(3-(2,6-dioxopiperidin-3-yl)phenyl)-4-(piperidin-1-ylmethyl)benzamide